Octanethiol C(CCCCCCC)S